FC(C(=O)O)(F)F.FC1=C(C=CC(=C1)F)S(=O)(=O)NC=1C(=NC=C(C1)C1=CC2=C(N=CN=C2N2CCNCC2)S1)OC 2,4-Difluoro-N-(2-methoxy-5-(4-(piperazin-1-yl)thieno[2,3-d]pyrimidin-6-yl)pyridin-3-yl)benzenesulfonamide trifluoroacetate